γ-carboxyglutamate C(=O)(O)C(C[C@H](N)C(=O)[O-])C(=O)[O-]